(R)-4-(3-(3-aminoazepane-1-carbonyl)-1-(2-chloro-4-cyclopropylphenyl)-1H-pyrazole-5-yl)-2-fluorobenzonitrile N[C@H]1CN(CCCC1)C(=O)C1=NN(C(=C1)C1=CC(=C(C#N)C=C1)F)C1=C(C=C(C=C1)C1CC1)Cl